OC=1C(=C(C(=CC1)C)N1C=NC2=C(C1=O)C=C(N2)C2=CC=C(C#N)C=C2)C 4-(3-(3-hydroxy-2,6-dimethylphenyl)-4-oxo-4,7-dihydro-3H-pyrrolo[2,3-d]pyrimidin-6-yl)benzonitrile